2-chloro-6-(5,6-dimethoxybenzimidazol-1-yl)pyridine-3-carboxamide ClC1=NC(=CC=C1C(=O)N)N1C=NC2=C1C=C(C(=C2)OC)OC